barium zirconium barium [Ba].[Zr].[Ba]